ClC1C(C=CC=C1)=O chlorobenzeneOne